S1C=NC2=C1C=CC(=C2)CN(C(=O)[C@@H]2[C@H]1C[C@H]1CN2S(=O)(=O)C2=CC=C(C=C2)OC)C2CC1CC1CC2 (1S,2S,5R)-N-(benzo[d]thiazol-5-ylmethyl)-N-(bicyclo[4.1.0]heptan-3-yl)-3-((4-methoxyphenyl)sulfonyl)-3-azabicyclo[3.1.0]hexane-2-carboxamide